1-(6-bromo-3-cyanopyrazolo[1,5-a]pyridin-4-yl)piperidine-4-carboxylic acid ethyl ester C(C)OC(=O)C1CCN(CC1)C=1C=2N(C=C(C1)Br)N=CC2C#N